ClC1=NC2=CC=CC=C2C(=N1)C(COC1OCCCC1)(CCOC)C1=CC=CC=C1 2-chloro-4-(4-methoxy-2-phenyl-1-((tetrahydro-2H-pyran-2-yl)oxy)butan-2-yl)quinazoline